N-[(5-chloro-2-isopropylphenyl)methyl]-N-cyclopropyl-5-fluoro-1,3-dimethylpyrazole-4-carboxamide ClC=1C=CC(=C(C1)CN(C(=O)C=1C(=NN(C1F)C)C)C1CC1)C(C)C